di(2-pyridyl)methyl carbamate C(N)(OC(C1=NC=CC=C1)C1=NC=CC=C1)=O